ClCC\C=C/CCCCCCCC(OCCCCCCCCC)OCCCCCCCCC (3Z)-1-chloro-12,12-dinonyloxy-3-dodecene